2-methyl-6-(morpholinomethyl)pyrimidin CC1=NC(=CC=N1)CN1CCOCC1